4-(4-(2-fluoroethyl)piperazin-1-yl)-1H-benzo[d]Imidazole FCCN1CCN(CC1)C1=CC=CC=2NC=NC21